tert-butyl 10-[[4-(dimethylcarbamoyl)-1-oxo-3H-isoindol-2-yl] methyl]-10-hydroxy-7-azaspiro[4.5]decane-7-carboxylate CN(C(=O)C1=C2CN(C(C2=CC=C1)=O)CC1(CCN(CC12CCCC2)C(=O)OC(C)(C)C)O)C